N1N=NC=C1 1H-[1,2,3]triazol